COC(C1=C(C=C(C=C1)NC(=O)C=1N(C(=CN1)C=1C(=NN(C1)C1=NC=C(C=C1)[N+](=O)[O-])C(F)(F)F)C)Cl)=O 2-chloro-4-((1-methyl-5-(1-(5-nitro-2-pyridyl)-3-(trifluoromethyl)pyrazol-4-yl)imidazole-2-carbonyl)amino)benzoic acid methyl ester